5-(4-hydroxyphenyl)-2H-pyran OC1=CC=C(C=C1)C=1C=CCOC1